C(C)(=O)N1[C@H](C(N(CC1)[C@H](C(=O)N1CCC(CC1)COC=1C=C(C=CC1)CC(=O)O)CC(C)C)=O)CC(C)C {m-[(1-{(S)-2-[(S)-4-Acetyl-3-isobutyl-2-oxo-1-piperazinyl]-4-methylvaleryl}-4-piperidyl)meth-oxy]phenyl}acetic acid